ClC1=CN=CC(=N1)C(C(=O)OCC)(CCC(=O)OCC1=CC=CC=C1)CC O5-benzyl O1-ethyl 2-(6-chloropyrazin-2-yl)-2-ethyl-pentanedioate